N-(8-fluoro-2-methyl-imidazo[1,2-a]pyridin-6-yl)-6-[(3R)-3-piperidinyl]thieno[2,3-b]pyridine-2-carboxamide FC=1C=2N(C=C(C1)NC(=O)C1=CC=3C(=NC(=CC3)[C@H]3CNCCC3)S1)C=C(N2)C